FC(N1N=CC(=C1)OC1CN(C1)C=1N=C(C2=C(N1)C(N(C(=N2)C(F)(F)F)C)=O)C2=C(C=C(C#N)C=C2)F)F 4-(2-(3-((1-(difluoromethyl)-1H-pyrazol-4-yl)oxy)azetidin-1-yl)-7-methyl-8-oxo-6-(trifluoromethyl)-7,8-dihydropyrimido[5,4-d]pyrimidin-4-yl)-3-fluorobenzonitrile